BrC1=C(C=C2C(=NC(=NC2=C1F)OC[C@@]12CCCN2C[C@@H](C1)F)N(C1CN(C1)C(=O)OC(C)(C)C)C1CC1)C(F)(F)F tert-butyl 3-((7-bromo-8-fluoro-2-(((2R,7aR)-2-fluorotetrahydro-1H-pyrrolizin-7a(5H)-yl)methoxy)-6-(trifluoromethyl)quinazolin-4-yl)(cyclopropyl)amino)azetidine-1-carboxylate